COC1=CC=C(C=N1)C=1N=C(C2=C(N1)C=C(S2)C=O)N2CCOCC2 2-(6-methoxy-3-pyridyl)-4-morpholinyl-thieno[3,2-d]pyrimidine-6-formaldehyde